C(CC)N(CCC)C(CCCC=C[SiH3])N(CCC)CCC bis(di-n-propylamino)butylvinylsilane